ClCC(=O)C1=CC=C(C=C1)O chloro-4'-hydroxyacetophenone